BrC=1C=C(C=2C=CC(NC2C1)=O)C(=O)NCC=1C(NC(=CC1C)C)=O 7-bromo-N-((4,6-dimethyl-2-oxo-1,2-dihydropyridin-3-yl)methyl)-2-oxo-1,2-dihydroquinoline-5-carboxamide